FC(=C1CCN(CC1)C=1C=C(C=CC1N1N=NC(=C1)C1=NC(=NC(=C1)C)N1CCC(CC1)(F)F)NS(=O)(=O)CCO)F N-{3-[4-(difluoromethylene)piperidin-1-yl]-4-{4-[2-(4,4-difluoropiperidin-1-yl)-6-methylpyrimidin-4-yl]-1H-1,2,3-triazol-1-yl}phenyl}-2-hydroxyethane-1-sulfonamide